dicyclohexyl-ammonium tetrakis(pentafluorophenyl)borate FC1=C(C(=C(C(=C1[B-](C1=C(C(=C(C(=C1F)F)F)F)F)(C1=C(C(=C(C(=C1F)F)F)F)F)C1=C(C(=C(C(=C1F)F)F)F)F)F)F)F)F.C1(CCCCC1)[NH2+]C1CCCCC1